4-[4-(Bromomethyl)phenyl]-2-(trifluoromethyl)pyridine (E)-2-methoxy-4-(3-methoxy-3-oxoprop-1-en-1-yl)phenyl-4-((8-bromooctyl)oxy)benzoate COC1=C(C=CC(=C1)\C=C\C(=O)OC)OC(C1=CC=C(C=C1)OCCCCCCCCBr)=O.BrCC1=CC=C(C=C1)C1=CC(=NC=C1)C(F)(F)F